OC1C(N(C(C1C1(NC2=CC=C(C=C2C1=O)OC)C1=CC=CC=C1)=O)C)=O 3-Hydroxy-4-(5-methoxy-3-oxo-2-phenylindolin-2-yl)-1-methylpyrrolidine-2,5-dione